CCC(CN)O 3-methyl-amino-propan-2-ol